2,6-difluoro-benzyl-urea FC1=C(CNC(=O)N)C(=CC=C1)F